CC(C)OC1=NSC=N1 3-(2-propoxy)-1,2,4-thiadiazole